(1R,3S)-3-(4-Nitro-1H-indazol-1-yl)cyclohexan-1-amine tert-Butyl-((1R,3S)-3-(4-nitro-1H-indazol-1-yl)cyclohexyl)carbamate C(C)(C)(C)N(C(O)=O)[C@H]1C[C@H](CCC1)N1N=CC2=C(C=CC=C12)[N+](=O)[O-].[N+](=O)([O-])C1=C2C=NN(C2=CC=C1)[C@@H]1C[C@@H](CCC1)N